6-((4-(difluoromethyl)-6-((2,4-dimethoxybenzyl)amino)pyridin-2-yl)amino)-4-(((1S,2R)-2-fluorocyclopropyl)amino)-N-methylnicotinamide FC(C1=CC(=NC(=C1)NCC1=C(C=C(C=C1)OC)OC)NC1=NC=C(C(=O)NC)C(=C1)N[C@@H]1[C@@H](C1)F)F